2,2-dimethyl-7-hydroxy-coumarone CC1(OC2=C(C=CC=C2C1)O)C